S1CC12CCCCC2 thiaspiro[2.5]octane